(R)-3-fluoro-5-(((1-hydroxynonadec-2-yl)oxy)methyl)benzonitrile FC=1C=C(C#N)C=C(C1)CO[C@@H](CO)CCCCCCCCCCCCCCCCC